Cl.N1[C@@H](CCCC1)C(=O)OC methyl (2S)-piperidine-2-carboxylate hydrogen chloride